N1N=NC(=C1)COCC1=CC=2N(C=C1)C(=CN2)C(=O)NC2=C(C=CC(=C2)C2=NOC(=N2)C[C@@H](C(F)F)O[Si](C2=CC=CC=C2)(C2=CC=CC=C2)C(C)(C)C)C (S)-7-(((1H-1,2,3-triazol-4-yl)methoxy)methyl)-N-(5-(5-(2-((tert-butyldiphenylsilyl)oxy)-3,3-difluoropropyl)-1,2,4-oxadiazol-3-yl)-2-methylphenyl)imidazo[1,2-a]pyridine-3-carboxamide